C(C)(C)(C)OC(=O)N1C[C@H](NCC1)COC1=C2C(NC(N(C2=CC(=C1)Br)C=1C(=NC=CC1C)C(C)C)=O)=O (S)-3-(((7-bromo-1-(2-isopropyl-4-methylpyridin-3-yl)-2,4-dioxo-1,2,3,4-tetrahydroquinazolin-5-yl)oxy)methyl)piperazine-1-carboxylic acid tert-butyl ester